FC(C1=CC2=C(C=N1)CC1(C(N=C(O1)N1CCC3(CC1)OCC1=C3C=CC=C1)=O)C2)F 3-(difluoromethyl)-2'-(1'H,3H-spiro[2-benzofuran-1,4'-piperidin]-1'-yl)-5,7-dihydro-4'H-spiro[cyclopenta[c]pyridine-6,5'-[1,3]oxazol]-4'-one